4-(methylamino)-7-(trifluoromethyl)-1-(2-(trifluoromethyl)pyridin-3-yl)-quinazolin-2(1H)-one CNC1=NC(N(C2=CC(=CC=C12)C(F)(F)F)C=1C(=NC=CC1)C(F)(F)F)=O